2-chloro-6-(4-methoxybenzyl)-7,7-dimethyl-6,7-dihydro-5H-pyrrolo[3,4-b]pyridin-5-one ClC1=CC=C2C(=N1)C(N(C2=O)CC2=CC=C(C=C2)OC)(C)C